C1(CC1)NC(=O)C=1C=NN2C1N=C(C=C2NC)NC=2C(=NSC2)C(=O)OC methyl 4-((3-(cyclopropylcarbamoyl)-7-(methylamino)pyrazolo[1,5-a]pyrimidin-5-yl)amino)isothiazole-3-carboxylate